COC(=O)C1CC2=C(C(=C(C(=C2C1)F)N)N)F.C(C1CO1)OC1=C(C=CC=C1)C(C1=C(C=CC=C1)OCC1CO1)C1=C(C=CC=C1)OCC1CO1 tri(glycidyl-oxyphenyl)methane methyl-5,6-diamino-4,7-difluoro-indane-2-carboxylate